1-(6-methyl-4-(trifluoromethyl)pyridin-2-yl)pyrrolidin-2-one CC1=CC(=CC(=N1)N1C(CCC1)=O)C(F)(F)F